C1(CC1)[C@H]1N(CC[C@@H]1NC=1SC=CN1)C=1C=C2C=NN(C2=CC1)C1=CC=C(C=C1)F |r| [rac-(2R,3S)-2-Cyclopropyl-1-[1-(4-fluorophenyl)-1H-indazol-5-yl]-pyrrolidin-3-yl]-thiazol-2-yl-amine